S1C=NC2=C1C=CC=C2N2N=CC(=C2C(F)(F)F)C(=O)NC=2C(=NC(=C(C2)C#N)N2N=CC=N2)C 1-(benzo[d]thiazol-4-yl)-N-(5-cyano-2-methyl-6-(2H-1,2,3-triazol-2-yl)pyridin-3-yl)-5-(trifluoromethyl)-1H-pyrazole-4-carboxamide